N-(3-((2-((2,4-dimethoxy-5-nitrophenyl)amino)-5-methoxypyrimidin-4-yl)amino)-4-methoxyphenyl)acetamide COC1=C(C=C(C(=C1)OC)[N+](=O)[O-])NC1=NC=C(C(=N1)NC=1C=C(C=CC1OC)NC(C)=O)OC